NC1=NC=C(C=C1O[C@H](C)C=1C=C(C=CC1)NC(=O)C1=CC=C2C=CN(C2=C1)C)Cl (R)-N-(3-(1-((2-amino-5-chloropyridin-3-yl)oxy)ethyl)-phenyl)-1-methyl-1H-indole-6-carboxamide